CSCCON=C(C1=CC=CC=C1)C=1C=NC(=C(C1)S(=O)(=O)CC)C1=NN2C(C=C(C=C2)C(F)(F)F)=N1 (5-ethylsulfonyl-6-(7-trifluoromethyl-[1,2,4]triazolo[1,5-a]pyridin-2-yl)pyridin-3-yl)phenylmethanone O-(2-methylthioethyl) oxime